N1(N=CC=C1)C1=CC=C(C=C1)[C@@H]1CN(CC[C@H]1OC1=C2C=CNC2=C(C=C1C)C)CCF |r| racemic-4-(((3R*,4R*)-3-(4-(1H-pyrazol-1-yl)phenyl)-1-(2-fluoroethyl)piperidin-4-yl)oxy)-5,7-dimethyl-1H-indole